N1C=C(C=2C1=NC=CC2)CC2C(NC(S2)=S)=O (Z)-5-((1H-pyrrolo[2,3-b]pyridin-3-yl)methyl)-2-thioxothiazolidin-4-one